5-(4-Chloro-9H-xanthen-9-yl)-2-methyl-4-phenyloxazole ClC1=CC=CC=2C(C3=CC=CC=C3OC12)C1=C(N=C(O1)C)C1=CC=CC=C1